C(CCCCCCCCCCCCCCC(C)C)(=O)OCCOC(CCCCCCCCCCCCCCC(C)C)=O ethylene bisisostearate